C1(CCC1)N1CCC2(C(N(C(N2CCN2CCOCC2)=O)CC2=NC(=NO2)C2=CC(=C(C=C2)OC2=C(C=CC=C2)SCC(F)(F)F)C(F)(F)F)=O)CC1 8-cyclobutyl-1-(2-morpholinoethyl)-3-((3-(4-(2-((2,2,2-trifluoroethyl)thio)phenoxy)-3-(trifluoromethyl)phenyl)-1,2,4-oxadiazol-5-yl)methyl)-1,3,8-triazaspiro[4.5]decane-2,4-dione